CC1(CCC(CC1)O)O (1s,4s)-1-methylcyclohexan-1,4-diol